2,4-dichloro-6-amino-1,3,5-triazine ClC1=NC(=NC(=N1)Cl)N